N-(2-methoxy-5-(trifluoromethoxy)phenyl)-2-(2-(1-methyl-1H-imidazo[1,2-b]pyrazole-7-carbonyl)-2-azaspiro[3.3]heptan-6-yl)acetamide COC1=C(C=C(C=C1)OC(F)(F)F)NC(CC1CC2(CN(C2)C(=O)C2=C3N(N=C2)C=CN3C)C1)=O